C[Al](O)C dimethylhydroxyaluminum